3-ethyl-1-((2-(trimethylsilyl)ethoxy)methyl)-1H-indazole-5-carbonitrile C(C)C1=NN(C2=CC=C(C=C12)C#N)COCC[Si](C)(C)C